zinc(II) fluoride [F-].[Zn+2].[F-]